N1(CCOCC1)C(C(=O)O)CCCCCC 2-(morpholin-4-yl)octanoic acid